2-chloro-4-[4-[2-(2,6-dioxopiperidin-3-yl)-1,3-dioxoisoindol-5-yl]piperazine-1-carbonyl]benzoic acid ClC1=C(C(=O)O)C=CC(=C1)C(=O)N1CCN(CC1)C=1C=C2C(N(C(C2=CC1)=O)C1C(NC(CC1)=O)=O)=O